NC=1C=2N(C=CN1)C(=NC2C2=CC=C(CNC(C1=C(C=CC(=C1)F)OC)=O)C=C2)C2COC(CC2)CO N-(4-(8-amino-3-(6-(hydroxymethyl)tetrahydro-2H-pyran-3-yl)imidazo[1,5-a]pyrazin-1-yl)benzyl)-5-fluoro-2-methoxybenzamide